γ-Glutamylvalin N[C@@H](CCC(=O)N[C@@H](C(C)C)C(=O)O)C(=O)O